8-(4,4-difluoropiperidin-1-yl)-N'-(4-iodo-2-(6-azaspiro[2.5]Octan-6-yl)benzoyl)-1,7-naphthyridine-6-carboxylic hydrazide FC1(CCN(CC1)C=1N=C(C=C2C=CC=NC12)C(=O)NNC(C1=C(C=C(C=C1)I)N1CCC2(CC2)CC1)=O)F